O(O)C1(CCCCCCCCCCC1)OO 1,1-dihydroperoxycyclododecane